N-((1r,3r)-3-((6-fluoro-4-methoxy-5-(quinolin-6-yl)pyrrolo[2,1-f][1,2,4]triazin-2-yl)amino)-1-methylcyclobutyl)acetamide FC=1C(=C2C(=NC(=NN2C1)NC1CC(C1)(C)NC(C)=O)OC)C=1C=C2C=CC=NC2=CC1